FC(C=1C=NC(=NC1)N1CCC(CC1)O)(F)F 1-(5-(trifluoromethyl)pyrimidin-2-yl)piperidin-4-ol